(2-nitrophenyl)-1H-benzo[d]Imidazole-4-carboxamide [N+](=O)([O-])C1=C(C=CC=C1)N1C=NC2=C1C=CC=C2C(=O)N